(R)-6-chloro-3-((1-(3,6-dimethyl-2-(4-(2-morpholinoethoxy)phenyl)-4-oxo-3,4-dihydroquinazolin-8-yl)ethyl)amino)-N-(methylsulfonyl)picolinamide ClC1=CC=C(C(=N1)C(=O)NS(=O)(=O)C)N[C@H](C)C=1C=C(C=C2C(N(C(=NC12)C1=CC=C(C=C1)OCCN1CCOCC1)C)=O)C